C(CCC\C=C/C\C=C/C\C=C/C\C=C/CCCCC)(=O)N[C@@H](CCC(=O)O)C(=O)O N-arachidonoyl-glutamic acid